1-(exo-3-((4-((4-([1,2,4]Triazolo[1,5-a]pyridin-7-yloxy)-2-fluoro-3-methylphenyl)amino)quinazolin-6-yl)oxy)-8-azabicyclo[3.2.1]octan-8-yl)prop-2-en-1-one N=1C=NN2C1C=C(C=C2)OC2=C(C(=C(C=C2)NC2=NC=NC1=CC=C(C=C21)OC2CC1CCC(C2)N1C(C=C)=O)F)C